FC=1C=C2NC(C=3N(C2=C(C1C=1C=CC=C2C(=NNC12)C)F)C(=NN3)C)(C)C 7,9-Difluoro-1,4,4-trimethyl-8-(3-methyl-1H-indazol-7-yl)-5H-[1,2,4]triazolo[4,3-a]quinoxaline